C(C1=CC=CC=C1)SC=1C=C(OC2C(NC(CC2)=O)=O)C=CC1C 3-(3-benzylsulfanyl-4-methyl-phenoxy)piperidine-2,6-dione